C(C)(C)(C)OC(=O)NC1CCN(CC1)S(=O)(=O)C=1C=C(OC2CN(C2)C2CCN(CC2)C(=O)OCC2=CC=CC=C2)C=CC1 benzyl 4-(3-(3-((4-((tert-butoxycarbonyl)amino)piperidin-1-yl)sulfonyl)phenoxy)azetidin-1-yl)piperidine-1-carboxylate